C(C)S(=O)(=O)C=1C=C(C(=O)N2[C@H](CCC2)C(=O)NCC2=CC=C(C=C2)C(F)(F)F)C=CC1 1-(3-(ethylsulfonyl)benzoyl)-N-(4-(trifluoromethyl)benzyl)-D-prolinamide